1,1'-(1,4-cyclohexandiyl)dipyrrolidine C1(CCC(CC1)N1CCCC1)N1CCCC1